(1S,2R,3S,5S)-4-(6-(benzylamino)-2-(5-methylpyridin-3-yl)-9H-purin-9-yl)-2,3-dihydroxyl-N-methylbicyclo[3.1.0]-hexane-1-formamide C(C1=CC=CC=C1)NC1=C2N=CN(C2=NC(=N1)C=1C=NC=C(C1)C)C1[C@@H]([C@@H]([C@@]2(C[C@H]12)C(=O)NC)O)O